4-(dimethylamino)-4-phenyl-1-(2-phenylprop-2-ylcarbamoyl)cyclohexyl-carbamic acid tert-butyl ester C(C)(C)(C)OC(NC1(CCC(CC1)(C1=CC=CC=C1)N(C)C)C(NC(C)(C)C1=CC=CC=C1)=O)=O